C[C@@]12C[C@H](N([C@H]2C1)C(CN1C(C2=CC=C(C=C2CC1)OC1=CC=CC=C1)=O)=O)C(=O)OCC1=CC=CC=C1 benzyl (1S,3S,5S)-5-methyl-2-[2-(1-oxo-6-phenoxy-3,4-dihydroisoquinolin-2-yl)acetyl]-2-azabicyclo[3.1.0]hexane-3-carboxylate